[(3R,9aS)-3-Hydroxy-3-[6-(trifluoromethyl)-3-pyridyl]-1,4,6,7,9,9a-hexahydropyrazino[2,1-c][1,4]oxazin-8-yl]-[2-chloro-3-(1H-pyrazol-4-yl)phenyl]methanon O[C@]1(CN2[C@H](CO1)CN(CC2)C(=O)C2=C(C(=CC=C2)C=2C=NNC2)Cl)C=2C=NC(=CC2)C(F)(F)F